NC=1C(=CC(=C(C1)N1N=C(C(=C1)C1=CC(=C(C(=O)N)C=C1)F)[N+](=O)[O-])F)C 4-(1-(5-amino-2-fluoro-4-methylphenyl)-3-nitro-1H-pyrazol-4-yl)-2-fluorobenzamide